N-[[6-Chloro-3-[(1R)-1-(3,6-dimethyl-4-oxo-2-phenyl-chromen-8-yl)ethoxy]-2-pyridyl]sulfonyl]acetamide ClC1=CC=C(C(=N1)S(=O)(=O)NC(C)=O)O[C@H](C)C=1C=C(C=C2C(C(=C(OC12)C1=CC=CC=C1)C)=O)C